P(=O)(O)(O)O.C=CCCCCC heptene phosphate